P(OCC[Si](C)(C)C)(OCC[Si](C)(C)C)O bis(2-(trimethylsilyl) ethyl) hydrogen phosphite